(S)-3-(4-fluoro-3,5-dimethylphenyl)-8-methyl-2-(2-oxo-3-phenylimidazolidin-1-yl)-5,6,7,8-tetrahydropyrido[3,4-d]pyrimidin-4(3H)-one hydrochloride Cl.FC1=C(C=C(C=C1C)N1C(=NC2=C(C1=O)CCN[C@H]2C)N2C(N(CC2)C2=CC=CC=C2)=O)C